C(C)OC(CC1CN(CC(C1)O)CC1=CC=C(C=C1)C(F)(F)F)=O 2-(5-hydroxy-1-(4-(trifluoromethyl)benzyl)piperidin-3-yl)acetic acid ethyl ester